The molecule is a 3-oxo monocarboxylic acid that is valeric acid substituted by a methyl group at position 2 and a keto group at position 3. It has a role as a human metabolite. It derives from a valeric acid. CCC(=O)C(C)C(=O)O